tert-butyl (3R)-3-[[2-[(E)-3-amino-3-oxo-prop-1-enyl]thieno[3,2-c]pyridin-4-yl]-[2-fluoro-4-(1-methyltriazol-4-yl)benzoyl]amino]piperidine-1-carboxylate NC(/C=C/C1=CC=2C(=NC=CC2S1)N([C@H]1CN(CCC1)C(=O)OC(C)(C)C)C(C1=C(C=C(C=C1)C=1N=NN(C1)C)F)=O)=O